ClC=1C=CC=C2C=CC=C(C12)N1CC=2N=C(N=C(C2CC1)N(C1CN(CC1)C(\C=C/C(=O)OC)=O)C)OC[C@H]1N(CCC1)C methyl (Z)-4-(3-((7-(8-chloronaphthalen-1-yl)-2-(((S)-1-methylpyrrolidin-2-yl)methoxy)-5,6,7,8-tetrahydropyrido[3,4-d]pyrimidin-4-yl)(methyl)amino)pyrrolidin-1-yl)-4-oxobut-2-enoate